N-Phenyl-Benzenamine C1(=CC=CC=C1)NC1=CC=CC=C1